5-{[(3R)-3-{[(tert-butoxy)carbonyl]amino}piperidin-1-yl]methyl}-2-methoxybenzoic acid C(C)(C)(C)OC(=O)N[C@H]1CN(CCC1)CC=1C=CC(=C(C(=O)O)C1)OC